N1=CC=C(C2=CC=CN=C12)C(=O)[O-].[K+] Potassium naphthyridine-4-carboxylate